tert-butyl (2-amino-2-(4-chlorophenyl)ethyl)carbamate NC(CNC(OC(C)(C)C)=O)C1=CC=C(C=C1)Cl